C1(CC1)OC1=CC=C2C(=C(C(N(C2=C1)C)=O)C#N)N1CCC(CC1)(C=1OC2=C(N1)C=C(C=C2)C)C 7-(Cyclopropyloxy)-1-methyl-4-[4-methyl-4-(5-methyl-1,3-benzooxazol-2-yl)piperidin-1-yl]-2-oxo-1,2-dihydro-quinoline-3-carbonitrile